Cl.NCC(CN1C=C2C(N(CCC2=C1C)C1CC1)=O)=CF 2-(2-(aminomethyl)-3-fluoroallyl)-5-cyclopropyl-1-methyl-2,5,6,7-tetrahydro-4H-pyrrolo[3,4-c]pyridin-4-one hydrochloride